5-[2-(cyclopropylmethoxy)-5-methylsulfonylphenyl]-1-(2-methoxyethyl)-3-methylpyridin-2-one C1(CC1)COC1=C(C=C(C=C1)S(=O)(=O)C)C=1C=C(C(N(C1)CCOC)=O)C